C1(CC1)CN1C(=NC2=C1C(=CC(=C2)C(=O)O)OC)C=2N1CCN(C3=CC=CC(C2)=C13)CCCO 1-(cyclopropylmethyl)-2-[9-(3-hydroxypropyl)-1,9-diazatricyclo[6.3.1.04,12]dodeca-2,4(12),5,7-tetraen-2-yl]-7-methoxy-benzimidazole-5-carboxylic acid